(5RS,8RS)-2-(2,4-Difluorobenzyl)-8-methyl-3-oxo-2,3,5,6,7,8-hexahydro[1,2,4]triazolo[4,3-a]pyridine-5-carboxylate FC1=C(CN2N=C3N([C@H](CC[C@H]3C)C(=O)[O-])C2=O)C=CC(=C1)F |r|